FC(OC=1C=C(C=CC1F)C=1C=C2C(=NC1)N(C(N2CC(=O)O)=O)C)F 2-(6-(3-(difluoromethoxy)-4-fluorophenyl)-3-methyl-2-oxo-2,3-dihydro-1H-imidazo[4,5-b]pyridin-1-yl)acetic acid